ClC=1C=CC(=NC1)NC=1SC=C(N1)C=1NC(=NC1C)NC(C1=CC=CC=C1)=O N-(4-{2-[(5-chloropyridin-2-yl)amino]-1,3-thiazol-4-yl}-5-methyl-3H-imidazol-2-yl)benzamide